dimethyl-1,1'-azobis(1-cyclohexane formate) COC(=O)C1(CCCCC1)N=NC1(CCCCC1)C(=O)OC